C(C)(C)(C)N(CC(=O)N[C@@H](CCCCN1C(C=CC1=O)=O)C(=O)O)C(=O)OC(C)(C)C tert-butyl-N-(tert-butoxycarbonyl)glycyl-6-(2,5-dioxo-2,5-dihydro-1H-pyrrol-1-yl)-L-norleucine